C(C=C)(=O)OCCCCCCCCCC[Si](OC)(C)C acryloyloxydecyldimethylmonomethoxysilane